ClC=1C=CC2=C([C@@H](C[C@@H](O2)C(=O)NC23CC(C2)(C3)N3N=CC(=C3)OC3CC(C3)COC(F)(F)F)O)C1 (2R,4R)-6-chloro-4-hydroxy-N-{3-[4-(((1r,3R)-3-[(trifluoromethoxy)methyl]cyclobutyl)oxy)-1H-pyrazol-1-yl]bicyclo[1.1.1]pentan-1-yl}-3,4-dihydro-2H-1-benzopyran-2-carboxamide